C(C)C=1C(=NC=CC1)C1=NC=CC=C1 ethyl-bipyridine